N-(1-methylpropylidenepropylidene)-3-(triethoxysilyl)-1-propylamine CC(CC)=C(C=NCCC[Si](OCC)(OCC)OCC)C